N-(4-((6-cyclopropyl-2-(1,1-difluoroethyl)pyrimidin-4-yl)amino)-5-(1-methyl-1H-pyrazol-3-yl)pyridin-2-yl)acetamide C1(CC1)C1=CC(=NC(=N1)C(C)(F)F)NC1=CC(=NC=C1C1=NN(C=C1)C)NC(C)=O